[Sn].[Bi].[Al].[Ga] gallium aluminum bismuth tin